NC=1C=CC2=C(O[C@@H](C(N2C(C)C2=NC(=CN=C2)C(F)(F)F)=O)C)C1 (2R)-7-amino-2-methyl-4-(1-(6-(trifluoromethyl)pyrazin-2-yl)ethyl)-2H-benzo[b][1,4]oxazin-3(4H)-one